2-(3-fluorobenzyl)benzimidazole FC=1C=C(CC=2NC3=C(N2)C=CC=C3)C=CC1